FC(C=CC=O)F 4,4-difluoro-but-2-en-1-one